tert-butyl (S)-2-methyl-3,5-dioxopyrrolidine-1-carboxylate C[C@@H]1N(C(CC1=O)=O)C(=O)OC(C)(C)C